CNS(=O)(=O)C1=CC(=CC(=C1)B1OC(C(O1)(C)C)(C)C)C N,3-dimethyl-5-(4,4,5,5-tetramethyl-1,3,2-dioxaborolan-2-yl)benzenesulfonamide